1-benzyl-6-chloro-7-(5,7-dihydro-6H-pyrrolo[3,4-b]pyridin-6-yl)-4-oxo-1,4-dihydro-1,8-naphthyridine-3-carboxylic acid C(C1=CC=CC=C1)N1C=C(C(C2=CC(=C(N=C12)N1CC2=NC=CC=C2C1)Cl)=O)C(=O)O